N1=CC=C2N1C=NNC2=O pyrazolo[1,5-d][1,2,4]triazin-4(5H)-one